1-((5-((1R)-1-Fluoroethyl)-1,3,4-oxadiazol-2-yl)methyl)-6-(4-methoxypyrrolo[2,1-f][1,2,4]triazin-5-yl)-2-methyl-1H-imidazo[4,5-b]pyridin F[C@H](C)C1=NN=C(O1)CN1C(=NC2=NC=C(C=C21)C=2C=CN1N=CN=C(C12)OC)C